Cl.N[C@@H]1[C@H]([C@H]([C@H](O[C@@H]1CCC)CO)O)O (2R,3R,4R,5R,6R)-5-amino-2-(hydroxymethyl)-6-propyltetrahydro-2H-pyran-3,4-diol hydrochloride